COC(C(C/C(/CC\C=C(\CCC=C(C)C)/C)=C/CO)C(C)=O)=O (4e,7e)-2-acetyl-4-(2-hydroxyethylidene)-8,12-dimethyltridec-7,11-dienoic acid methyl ester